CC1(N(C(CCC1)(C)C)C(=O)[O-])C.[Li+].OC=1C=C(C[C@H](N)C(=O)O)C=C(C1O)O 3,4,5-trihydroxyphenylalanine lithium 2,2,6,6-tetramethyl-piperidinate